butanediol dioleate C(CCCCCCC\C=C/CCCCCCCC)(=O)OC(CCC)OC(CCCCCCC\C=C/CCCCCCCC)=O